(2-methylpyrimidine-5-yl)boronic acid CC1=NC=C(C=N1)B(O)O